(6S)-5-[2',5'-difluoro-2-(trifluoromethyl)[1,1'-biphenyl]-4-yl]-6-methyl-3,6-dihydro-2H-1,3,4-oxadiazin-2-one FC1=C(C=C(C=C1)F)C1=C(C=C(C=C1)C1=NNC(O[C@H]1C)=O)C(F)(F)F